(±)-4-(2,2-difluoro-8-((5-methoxy-7-methyl-1H-indol-4-yl)methyl)-8-azaspiro[4.5]decan-7-yl)benzoic acid FC1(CC2(CC1)CC(N(CC2)CC2=C1C=CNC1=C(C=C2OC)C)C2=CC=C(C(=O)O)C=C2)F